COC(=O)C12CCC(CC1)(CC2)C=2SC(=NN2)C=2C=NC(=CC2NC2CCOCC2)Cl.C(C)C2(COC2)COC[SiH3] 1-[(3-ethyloxetan-3-yl)methoxymethyl]Silane methyl-4-(5-{6-chloro-4-[(oxan-4-yl)amino]pyridin-3-yl}-1,3,4-thiadiazol-2-yl)bicyclo[2.2.2]octane-1-carboxylate